6-chloro-8-(2-(2,2,2-trifluoroethoxy)phenyl)imidazo[1,2-a]pyridine-2-carboxylic acid ClC=1C=C(C=2N(C1)C=C(N2)C(=O)O)C2=C(C=CC=C2)OCC(F)(F)F